CN(C(OC(C)(C)C)=O)C1CCC(CC1)N1C(C=C(C2=C1N=C(N=C2)S(=O)(=O)C)C#C[Si](C(C)C)(C(C)C)C(C)C)=O tert-Butyl N-methyl-N-[(1s,4s)-4-{2-methanesulfonyl-7-oxo-5-[2-(triisopropylsilyl)ethynyl]pyrido[2,3-d]pyrimidin-8-yl}cyclohexyl]carbamate